(n-propylcyclopentadienyl)tris(ethylmethylamino)hafnium C(CC)C1(C=CC=C1)[Hf](N(CC)C)(N(CC)C)N(C)CC